1'-((8-(difluoromethoxy)-2-methyl-3-oxo-3,4-dihydroquinoxalin-6-yl)methyl)-N-methyl-1',2',3',6'-tetrahydro-[3,4'-bipyridine]-6-carboxamide FC(OC=1C=C(C=C2NC(C(=NC12)C)=O)CN1CCC(=CC1)C=1C=NC(=CC1)C(=O)NC)F